trans-4-[(3,4-difluorobenzyl)oxy]cyclohexane-1-carboxylic acid FC=1C=C(CO[C@@H]2CC[C@H](CC2)C(=O)O)C=CC1F